4-((1-Ethyl-7-methoxy-1H-indazol-6-yl)amino)-N-(methyl-d3)-6-((1-methyl-1H-pyrazol-3-yl)amino)nicotinamide C(C)N1N=CC2=CC=C(C(=C12)OC)NC1=CC(=NC=C1C(=O)NC([2H])([2H])[2H])NC1=NN(C=C1)C